ON=C1C=C(C(C2=CC=CC=C12)=O)N[C@@H](C(=O)NC1=CC=C(C=C1)C)CC1=CC=CC=C1 (R)-2-((4-(hydroxyimino)-1-oxo-1,4-dihydronaphthalen-2-yl)amino)-3-phenyl-N-(4-tolyl)-propionamide